ClC1=C(C=C(C=C1)NC(=O)N1C2CC(CC1(C2)C=2OC(=NN2)C)C)C=2OC=C(N2)C cis-N-(4-chloro-3-(4-methyloxazol-2-yl)phenyl)-3-methyl-1-(5-methyl-1,3,4-oxadiazol-2-yl)-6-azabicyclo[3.1.1]heptane-6-carboxamide